di-tert-butyl [2-nitro-4-(pyridin-3-yl)phenyl]-2-imidodicarbonate [N+](=O)([O-])C1=C(C=CC(=C1)C=1C=NC=CC1)N(C(=O)OC(C)(C)C)C(=O)OC(C)(C)C